methyl 3-(N-(2-(4-cyanopiperidin-1-yl)-5-(trifluoromethyl) phenyl) sulfamoyl)-4-ethylbenzoate C(#N)C1CCN(CC1)C1=C(C=C(C=C1)C(F)(F)F)NS(=O)(=O)C=1C=C(C(=O)OC)C=CC1CC